2-(6-chloropyridazin-3-yl)-2-(3,5-dichlorophenyl)acetonitrile ClC1=CC=C(N=N1)C(C#N)C1=CC(=CC(=C1)Cl)Cl